C(C)(=O)N1CCC(CC1)C1=NC(=CC=C1NC(C)C=1C=2C3=C(N(C(C2C=C(C1)C)=O)C)N(N=C3)CCO)Cl 9-[1-[[2-(1-Acetyl-4-piperidyl)-6-chloro-3-pyridyl]amino]ethyl]-3-(2-hydroxyethyl)-4,7-dimethyl-pyrazolo[3,4-c]isoquinolin-5-one